N-Tetradecyl-D-Gluconamide CCCCCCCCCCCCCCNC(=O)[C@@H]([C@H]([C@@H]([C@@H](CO)O)O)O)O